C1(=CC=CC1)CC(=NC1=CC=C(C=C1)OC)C1=C(C=CC=C1C)C 2-(cyclopenta-1,3-dien-1-yl)-1-(2,6-dimethylphenyl)-N-(4-methoxyphenyl)ethan-1-imine